FC1(CCN(CC1)C1=NC(=CC=2N1C=NN2)C=2C(=C(C(=O)N)C=CC2NS(=O)(=O)CCO)N2CCC1(CC1)CC2)F (5-(4,4-difluoropiperidin-1-yl)-[1,2,4]triazolo[4,3-c]pyrimidin-7-yl)-4-(2-hydroxyethylsulfonylamino)-2-(6-azaspiro[2.5]oct-6-yl)benzamide